Ethyl 2-(4-((4-(3-fluoro-4-(trifluoromethyl) phenyl)-5-oxo-4,5-dihydro-1H-1,2,4-triazol-1-yl) methyl)-2-methylphenoxy)-2-methylpropionate FC=1C=C(C=CC1C(F)(F)F)N1C=NN(C1=O)CC1=CC(=C(OC(C(=O)OCC)(C)C)C=C1)C